C1(CC1)C(=O)NC1=CC(=C(N=N1)C(=O)NC([2H])([2H])[2H])NC1=C(C(=CC(=C1)COC)C1=NN(N=C1)C)OC 6-(cyclopropane-carboxamido)-4-((2-methoxy-5-(methoxymethyl)-3-(2-methyl-2H-1,2,3-triazol-4-yl)phenyl)amino)-N-(methyl-d3)pyridazine-3-carboxamide